FC(OC1CCC(CC1)NC=1N=CC2=C(N1)NC=C2C2=NC=1N(C=C2)N=CC1)F N-((1r,4r)-4-(difluoromethoxy)cyclohexyl)-5-(pyrazolo[1,5-a]pyrimidin-5-yl)-7H-pyrrolo[2,3-d]pyrimidin-2-amine